CN1[C@@H](CCC1)C(=O)O N-methyl-proline